5,7-dibromo-1-ethyl-1H-pyrazolo[4,3-b]pyridine BrC1=CC(=C2C(=N1)C=NN2CC)Br